5-(2-fluoro-6-hydroxy-3-(1-(2-methyl-2-azaspiro[3.5]nonan-7-yl)-1H-pyrazol-4-yl)phenyl)-1,2,5-thiadiazolidin-3-one 1,1-dioxide FC1=C(C(=CC=C1C=1C=NN(C1)C1CCC2(CN(C2)C)CC1)O)N1CC(NS1(=O)=O)=O